trans-4-(2-(4-(6-Fluorobenzo[cf]isoxazol-3-yl)piperidin-1-yl)ethyl)cyclohexan-1-amine FC1=CC=C2C(=C1NO2)C2CCN(CC2)CC[C@@H]2CC[C@H](CC2)N